1,1-difluoro-1,1a,6,10b-tetrahydrodibenzo[a,e]cyclopropa[c][7]annulen FC1(C2C3=C(CC4=C(C21)C=CC=C4)C=CC=C3)F